FC1=CC=C(C=C1)C=1C=C2C(=NC=NC2=C(C1)OC)NCC1=CC2=C(N(CCO2)C)C=C1 6-(4-Fluorophenyl)-8-methoxy-N-[(4-methyl-2,3-dihydro-1,4-benzoxazin-7-yl)methyl]quinazolin-4-amine